CN1CCN(CC1)CC(C)O 4-methyl-piperazino-2-propanol